N-(2-(4,4-difluorocyclohexyl)-4-(2,5-difluorophenyl)pyridin-3-yl)-2-(2-methylprop-1-en-1-yl)pyrimidine-5-carboxamide FC1(CCC(CC1)C1=NC=CC(=C1NC(=O)C=1C=NC(=NC1)C=C(C)C)C1=C(C=CC(=C1)F)F)F